5-butoxypyridine-2-carbaldehyde C(CCC)OC=1C=CC(=NC1)C=O